(R)-9-oxo-8-(4-phenoxyphenyl)octahydro-2H-pyrazino[1,2-a]pyrazine-2-carbonitrile O=C1N(CCN2[C@@H]1CN(CC2)C#N)C2=CC=C(C=C2)OC2=CC=CC=C2